N'-(4-iodo-3-methoxypyridin-2-yl)cyclopropanecarbohydrazide IC1=C(C(=NC=C1)NNC(=O)C1CC1)OC